[N+](=O)([O-])C1=CC=C(OP(=O)(OC2=CC=CC=C2)N[C@H](C(=O)OCC(C)(C)C)CC)C=C1 neopentyl (2S)-2-(((4-nitrophenoxy)(phenoxy)phosphoryl)amino)butanoate